Cl.C(C)N1CCN(CC1)C1=CC(=NC(=N1)C)NC=1SC(=CN1)C=1C=NC=NC1 [6-(4-Ethyl-piperazin-1-yl)-2-methyl-pyrimidin-4-yl]-(5-pyrimidin-5-yl-thiazol-2-yl)-amine hydrochloride